BrC1=CC(=CC(=C1)OCC1=C(C=CC=C1)C)Cl 1-bromo-3-chloro-5-((2-methylbenzyl)oxy)benzene